(3R,6S)-3,6-diisobutyl-8-(1-methylpiperidin-4-yl)-1-(3-(1-(methylsulfonyl)piperidin-4-yl)propyl)tetrahydropyrazino[2,1-c][1,2,4]oxadiazine-4,7(3H,6H)-dione C(C(C)C)[C@@H]1C(N2C(N(O1)CCCC1CCN(CC1)S(=O)(=O)C)CN(C([C@@H]2CC(C)C)=O)C2CCN(CC2)C)=O